calcium orthophosphate P(=O)([O-])([O-])[O-].[Ca+2].P(=O)([O-])([O-])[O-].[Ca+2].[Ca+2]